C1=CC(=C(C=C1C2=C(C=C3C(=CC(=O)C=C3O2)O)O)O)[O-] The molecule is an organic anion obtained by selective deprotonation of the 3- and 5-hydroxy groups of cyanidin(1+). It is a conjugate base of a cyanidin cation.